C(#N)C=1C=NN2C1C(=CC(=C2)OC[C@H]2CN(CCO2)C(=O)OC(C)(C)C)B2OC(C(O2)(C)C)(C)C tert-butyl (R)-2-(((3-cyano-4-(4,4,5,5-tetramethyl-1,3,2-dioxaborolan-2-yl)pyrazolo[1,5-a]pyridin-6-yl)oxy)methyl)morpholine-4-carboxylate